(5,5-dimethyl-4H-isoxazol-3-yl) benzenecarboximidothioate C1(=CC=CC=C1)C(=N)SC1=NOC(C1)(C)C